N-(n-butyl)-phosphoric acid triamide C(CCC)NP(N)(N)=O